P(=O)([O-])([O-])[O-].[Fe+2].[Mn+2] manganese iron phosphate salt